NC1=NC=CC=C1C1=NC=2C(=NC(=CC2)C2=CC=CC=C2)N1C1=CC=C(CN2CC3(CCN(C3)C(=O)C=3C=CC(=C(C=O)C3)O)CC2)C=C1 5-(7-(4-(2-(2-Aminopyridin-3-yl)-5-phenyl-3H-imidazo[4,5-b]pyridin-3-yl)benzyl)-2,7-diazaspiro[4.4]nonane-2-carbonyl)-2-hydroxybenzaldehyde